C(=C)C1=C(C=CC=C1)OC o-Vinylanisole